OC1CCC(CC1)NC1=NC=C(C(=N1)NC(C)(CCC)C)C(=O)N 2-((1r,4r)-4-hydroxycyclohexylamino)-4-(2-methylpentan-2-ylamino)pyrimidine-5-carboxamide